(5-(N-ethylsulfamoyl)naphthalen-1-yl)acetamide C(C)NS(=O)(=O)C1=C2C=CC=C(C2=CC=C1)CC(=O)N